[(3aS,4S,5R,6aR)-4-azido-5-fluorohexahydrocyclopenta[c]pyrrol-2(1H)-yl](5-methyl-2-thienyl)methanone N(=[N+]=[N-])[C@@H]1[C@@H](C[C@H]2CN(C[C@H]21)C(=O)C=2SC(=CC2)C)F